C(C)N1N=C(C(=C1C1=NN=CN1CC1=CC=C(C=C1)OC)F)C 3-(2-ethyl-4-fluoro-5-methyl-pyrazol-3-yl)-4-[(4-methoxyphenyl)methyl]-1,2,4-triazole